F[C@@H]1CN(C[C@@H]1OC=1C=NC(=CC1)C(NC)=O)C(=O)OC(C)(C)C Tert-butyl (3R,4S)-3-fluoro-4-((6-(methylcarbamoyl)pyridin-3-yl)oxy)pyrrolidine-1-carboxylate